FC(C=1C(=C(C=CC1)[C@@H](C)NC=1C2=C(N=C(N1)C)C=NC(=C2)S(=O)(=O)N2CC1CNCC1C2)F)F N-((R)-1-(3-(difluoromethyl)-2-fluorophenyl)ethyl)-6-((hexahydropyrrolo[3,4-c]pyrrol-2(1H)-yl)sulfonyl)-2-methylpyrido[3,4-d]pyrimidin-4-amine